NC1=C(SC2=NC(=CC=C21)C)C(=O)N[C@H]2COC1=C(C2)C=CC(=C1)N1C[C@H]([C@H](C1)COC)N 3-amino-N-[(3R)-7-[(3S,4S)-3-amino-4-(methoxymethyl)pyrrolidin-1-yl]-3,4-dihydro-2H-1-benzopyran-3-yl]-6-methylthieno[2,3-b]pyridine-2-carboxamide